C(#N)[C@H](CN1C(N(CC1)C)=O)NC(=O)[C@@H]1[C@H]2C([C@H]2CN1C([C@H](C(C)(C)C)NC(C(F)(F)F)=O)=O)(C)C (1R,2S,5S)-N-((S)-1-cyano-2-(3-methyl-2-oxoimidazolidin-1-yl)ethyl)-3-((S)-3,3-dimethyl-2-(2,2,2-trifluoroacetamido)butanoyl)-6,6-dimethyl-3-azabicyclo[3.1.0]hexane-2-carboxamide